9-bromo-2-methyl-4-oxo-2,3,4,5-tetrahydro-1H-benzo[b][1,4]diazepine-7-carboxylic acid BrC1=CC(=CC2=C1NC(CC(N2)=O)C)C(=O)O